NC1CC2C(C2C1)C(=O)OCC Ethyl 3-aminobicyclo[3.1.0]hexane-6-carboxylate